C12(CCC(CC1)C2)C21CCC(CC2)C1 norbornyl-(norbornane)